N-benZyl-N-(1-(thiophen-2-yl)vinyl)acetamide C(C1=CC=CC=C1)N(C(C)=O)C(=C)C=1SC=CC1